3-methylpent-1-ene CC(C=C)CC